8-acetamido-6-fluoro-2,5-dimethyl-1-oxo-1,2,3,4-tetrahydronaphthalen-2-oleic acid tin [Sn].C(C)(=O)NC=1C=C(C(=C2CCC(C(C12)=O)(CCCCCCCC\C=C/CCCCCCCC(=O)O)C)C)F